C1(=CCCCC1)B1OC(C(O1)(C)C)(C)C 2-(cyclohex-1-en-1-yl)-4,4,5,5-tetramethyl-1,3,2-dioxaborolane